OCCN(CCO)C1CCCCC1 N,N-Bis-(2-hydroxyethyl)-cyclohexylamin